(S)-tert-butyl ((5-(oxazol-2-yl)isochroman-1-yl)methyl)carbamate O1C(=NC=C1)C1=C2CCO[C@@H](C2=CC=C1)CNC(OC(C)(C)C)=O